CC1(COC1)C 2,2-dimethyltrimethylene ether